C(O)C=1C=C2C=CC=NC2=CC1 6-methylolquinoline